FC(C(=O)O)(F)F.C1(=CC=CC=C1)C1=CN=C(N1)C1=NC=CC(=C1)C=1C=NC(=CC1)N1CCOCC1 4-(2'-(5-Phenyl-1H-imidazol-2-yl)-3,4'-bipyridin-6-yl)morpholine trifluoroacetate salt